CC[C@H]([C@@H]1[C@@H]([C@@H](C)[C@H]2CC[C@H]3[C@@H]4CC=C5C[C@H](CC[C@]5(C)[C@H]4CC[C@]23C)O)O1)C(C)C (3β,22R,23R)-22,23-Epoxystigmast-5-en-3-ol